8-tricyclo[5.2.1.02,6]dec-4-enylacetate C12C3CC=CC3C(C(C1)CC(=O)[O-])C2